4-((3-(5-(acrylamidomethyl)-2-(4-fluorophenyl)pyridin-4-yl)-1H-pyrazol-1-yl)methyl)-N,6-dimethylpicolinamide C(C=C)(=O)NCC=1C(=CC(=NC1)C1=CC=C(C=C1)F)C1=NN(C=C1)CC1=CC(=NC(=C1)C)C(=O)NC